octadeca-6,9-dien-3-one CCC(CCC=CCC=CCCCCCCCC)=O